[Te].[Sb].[V] vanadium-antimony-tellurium